C(C)OC1=CC=C(C=C1)C1=CC2=C(N=CC=C2N(C2=CC=CC=C2)C)N1 2-(4-ethoxyphenyl)-N-methyl-N-phenyl-1H-pyrrolo[2,3-b]pyridin-4-amine